Cl.COC(=O)[C@@]1(CNCC[C@@H]1C(F)F)CC |r| (±)-(3s,4s)-4-difluoromethyl-3-ethylpiperidine-3-carboxylic acid methyl ester hydrochloride